(1S,3aS,6aR)-2-(2-(3-fluorophenyl)-2,2-difluoroacetyl)-N-((S)-4-fluoro-3-oxo-1-((S)-2-oxopyrrolidin-3-yl)butan-2-yl)octahydrocyclopenta[c]pyrrole-1-carboxamide FC=1C=C(C=CC1)C(C(=O)N1[C@@H]([C@H]2[C@@H](C1)CCC2)C(=O)N[C@@H](C[C@H]2C(NCC2)=O)C(CF)=O)(F)F